(R)-6-cyclopropyl-4-((1-(3-(difluoromethyl)-2-fluorophenyl)ethyl)amino)-1-(methylthio)pyrido[3,4-d]pyridazin-7(6H)-one C1(CC1)N1C=C2C(=NN=C(C2=CC1=O)SC)N[C@H](C)C1=C(C(=CC=C1)C(F)F)F